NC1=NC(=C(C=C1C1=CC=C2C(NC(=NC2=C1)C)=O)Br)F 7-(2-amino-5-bromo-6-fluoropyridin-3-yl)-2-methylquinazolin-4(3H)-one